C1CCC2=C(C=3CCCC3C=C12)NC(=O)NS(=O)(=O)C=1OC2=C(C1)C(CC(C2)C)=NO N-((1,2,3,5,6,7-hexahydro-s-indacen-4-yl)carbamoyl)-4-(hydroxyimino)-6-methyl-4,5,6,7-tetrahydrobenzofuran-2-sulfonamide